7,10-dibromodibenzo[f,h]quinoline BrC1=CC=2C(=C3C=CC=NC3=C3C2C=C(C=C3)Br)C=C1